C12(C(NC3CN=C4C=CC=CC4=C31)=O)CCC2 dihydrospiro[cyclobutane-1,1'-pyrrolo[2,3-c]quinoline]-2'-one